N[C@H]1CS(C2=C(N(C1=O)CC1=CC=C(C=C1)Cl)C=C(C(=C2)F)C=2OC(=NN2)COC(C)C)(=O)=O (3R)-3-amino-5-[(4-chlorophenyl)methyl]-8-fluoro-7-[5-(isopropoxymethyl)-1,3,4-oxadiazol-2-yl]-1,1-dioxo-2,3-dihydro-1λ6,5-benzothiazepin-4-one